FC1=C(C(=O)O)C(=C(C(=C1F)O)F)F 2,3,5,6-tetrafluoro-4-hydroxybenzoic acid